4,6-Dichloro-N-(3-chlorophenyl)nicotinamide ClC1=CC(=NC=C1C(=O)NC1=CC(=CC=C1)Cl)Cl